3-((3-(4-methoxybenzoyl)-2-methyl-2,3-dihydrobenzo[b]thiophen-2-yl)methyl)-4H-chromen-4-one COC1=CC=C(C(=O)C2C3=C(SC2(C)CC2=COC4=CC=CC=C4C2=O)C=CC=C3)C=C1